butyl (S)-3-(3-amino-5-(benzofuran-2-yl)thiophene-2-carboxamido)piperidine-1-carboxylate NC1=C(SC(=C1)C=1OC2=C(C1)C=CC=C2)C(=O)N[C@@H]2CN(CCC2)C(=O)OCCCC